1-((R)-2-hydroxy-2-((2R,3S,5R,8R,9R,10S,13S,14S,17S)-3-hydroxy-2,3,13-trimethylhexadecahydro-1H-cyclopenta[a]phenanthren-17-yl)propyl)-1H-pyrazole-4-carbonitrile O[C@](CN1N=CC(=C1)C#N)(C)[C@H]1CC[C@H]2[C@@H]3CC[C@@H]4C[C@]([C@@H](C[C@@H]4[C@H]3CC[C@]12C)C)(C)O